4-(3-aminophenyl)-N-(4-(trifluoromethyl)phenyl)pyrimidin-2-amine NC=1C=C(C=CC1)C1=NC(=NC=C1)NC1=CC=C(C=C1)C(F)(F)F